C(C)(C)(C)OC(=O)N1C[C@H]([C@@H](CC1)CC1=C2C=CN(C2=C(C=C1Cl)C)C(=O)OC(C)(C)C)C1=CC=C(C=C1)C(=O)OC(C)(C)C tert-butyl 4-(((3R,4R)-1-(tert-butoxycarbonyl)-3-(4-(tert-butoxycarbonyl) phenyl)piperidin-4-yl)methyl)-5-chloro-7-methyl-1H-indole-1-carboxylate